CN(CCC1(NC(=C(C=C1N)NC1=NC=CC(=N1)C1=CN(C2=CC=CC=C12)C)OC)NC)C 2-(2-(dimethylamino)ethyl)-6-methoxy-N2-methyl-N5-(4-(1-methyl-1H-indol-3-yl)pyrimidin-2-yl)pyridin-2,3,5-triamine